CN1CCN(CC1)C1=NC(=NC(=N1)N1N=CC=C1)N1C=NC2=C1C=CC=C2 1-(4-(4-methylpiperazin-1-yl)-6-(1H-pyrazol-1-yl)-1,3,5-triazin-2-yl)-1H-benzo[d]imidazole